1,3-bis(4-fluorophenyl)-8-methyl-5-[(3-morpholinopropyl)amino]pyrido[2,3-d]pyrimidine-2,4,7(1H,3H,8H)-trione FC1=CC=C(C=C1)N1C(N(C(C2=C1N(C(C=C2NCCCN2CCOCC2)=O)C)=O)C2=CC=C(C=C2)F)=O